3-oxopropan-1-sulfonic acid O=CCCS(=O)(=O)O